ClC1=NC(=C(C(C1)=O)C)CC 2-Chloro-6-ethyl-5-methylpyridin-4(3H)-one